3-[7-methoxy-5-(trifluoromethyl)imidazo[1,5-a]pyridin-3-yl]cyclobutanol COC1=CC=2N(C(=C1)C(F)(F)F)C(=NC2)C2CC(C2)O